thiophene-2,5-diacetaldehyde S1C(=CC=C1CC=O)CC=O